tert-butyl 4-(4-((6-bromo-8,9-dihydroimidazo[1',2':1,6]pyrido[2,3]pyrimidin-2-yl)amino)-2-fluorophenyl)piperazine-1-carboxylate BrC1=CC2=C(CN(C=N2)NC2=CC(=C(C=C2)N2CCN(CC2)C(=O)OC(C)(C)C)F)N2C1=NCC2